3-((tert-butyldimethylsilyl)oxy)-2,2-dimethylpropanamide [Si](C)(C)(C(C)(C)C)OCC(C(=O)N)(C)C